(2r,3r)-3-(2,5-difluorophenyl)-3-hydroxy-2-methyl-4-[1H-(1,2,4)-triazol-1-yl]thiobutanamide FC1=C(C=C(C=C1)F)[C@]([C@H](C(=S)N)C)(CN1N=CN=C1)O